C1(CC1)CN1C(=CC2=CC=C3C=NN(C3=C21)COCC[Si](C)(C)C)C2=NC1=C(N2C)C(=CC(=C1)C(=O)O)F 2-[8-(cyclopropylmethyl)-1-(2-trimethylsilylethoxymethyl)pyrrolo[3,2-g]indazol-7-yl]-7-fluoro-1-methyl-benzimidazole-5-carboxylic acid